N-(6-(3-fluoropyridin-4-yl)-5-(pyridin-3-yl)-1,2,4-triazin-3-yl)thiazol-2-amine FC=1C=NC=CC1C1=C(N=C(N=N1)NC=1SC=CN1)C=1C=NC=CC1